C1(CC1)C=1NC2=C3C(=CC=C2C1)SC=C3 Cyclopropyl-Thienoindole